1-[(2-amino-1H-imidazol-1-yl)methyl]-4-propylpyrrolidin-2-one NC=1N(C=CN1)CN1C(CC(C1)CCC)=O